BrC=1C=C2C(NC=NC2=C(C1)F)=O 6-Bromo-8-fluoroquinazolin-4(3H)-one